N[C@@H]1[C@@H](N(C1)C1=NC=C(C(=C1)OC1=C(C=C(C=C1)N1N=CN(C1=O)CC1=C(C=CC=C1F)F)F)Cl)C (4-((2-((2S,3S)-3-amino-2-methylazetidin-1-yl)-5-chloropyridin-4-yl)oxy)-3-fluorophenyl)-4-(2,6-difluorobenzyl)-2,4-dihydro-3H-1,2,4-triazol-3-one